(5-amino-7-methoxyimidazo[1,2-c]quinazolin-2-yl)(3-isobutylmorpholino)methanone NC1=NC=2C(=CC=CC2C=2N1C=C(N2)C(=O)N2C(COCC2)CC(C)C)OC